NC=1C(=NC(=C(C1)F)Br)C(=O)O 3-amino-6-bromo-5-fluoropyridinecarboxylic acid